FC=1C=C2N(CCN(C2=CC1)C(CCN1CCCCC1)=O)C1=CC=C(C=C1)F 1-(6-Fluoro-4-(4-fluorophenyl)-3,4-dihydroquinoxalin-1(2H)-yl)-3-(piperidin-1-yl)propan-1-one